COC1=CC=C(CN2C(C(=CC(=C2)C(=C)C)C(F)(F)F)=O)C=C1 1-(4-Methoxybenzyl)-5-(prop-1-en-2-yl)-3-(trifluoromethyl)pyridin-2(1H)-one